N1C(NC(C12CCNCC2)=O)=O 1,3,8-Triazaspiro[4.5]decan-2,4-dione